FC=1C=C(C=C(C1)F)[C@@H]1CC[C@H]2OC3(C(N21)=O)CCN(CC3)CC3=C(C=CC=C3)C (5'S,7a'R)-5'-(3,5-difluorophenyl)-1-[(2-methylphenyl)methyl]tetrahydro-3'H-spiro[piperidine-4,2'-pyrrolo[2,1-b][1,3]oxazol]-3'-one